OC(N)C(=O)O α-hydroxylglycine